C(C1=CC=CC=C1)SC#C[Si](C)(C)C ((Benzylthio)ethynyl)trimethylsilane